(3S)-3-(1-cyclopentyl-5-(2-(trifluoromethyl)phenyl)-1H-pyrazole-3-carboxamido)-5-hydroxy-2-methylpentanoic acid tert-butyl ester C(C)(C)(C)OC(C([C@H](CCO)NC(=O)C1=NN(C(=C1)C1=C(C=CC=C1)C(F)(F)F)C1CCCC1)C)=O